COC1=NC2=CC=C(C=C2C=C1)O Methoxyquinolin-6-ol